fluoro-3-[4-isopropylamino-6-(2-trifluoromethyl-pyridin-4-ylamino)-[1,3,5]triazin-2-yl]-phenol FC1=C(C=CC=C1C1=NC(=NC(=N1)NC(C)C)NC1=CC(=NC=C1)C(F)(F)F)O